Cl.FC=1C=2N(C=C(C1)C=1N=C3N(C(N1)=O)C=C(C=C3)N3CC1CNCC1C3)C=C(N2)C 2-(8-fluoro-2-methylimidazo[1,2-a]pyridin-6-yl)-7-(hexahydropyrrolo[3,4-c]pyrrol-2(1H)-yl)-4H-pyrido[1,2-a][1,3,5]triazin-4-one hydrochloride